NC=1C=2N(C3=CC(=C(C=C3N1)F)C(=O)N1[C@@H]3[C@H](CCC1)OCC=1C=C(C=CC13)OC)C=NC2 (4-amino-7-fluoroimidazo[1,5-a]quinoxalin-8-yl)((4aS,10bS)-8-methoxy-2,3,4,4a,6,10b-hexahydro-1H-isochromeno[4,3-b]pyridin-1-yl)methanone